(4-(2-((4-(4'-bromo-5'-oxo-5'H-spiro[cyclohexane-1,7'-indolo[1,2-a]quinazolin]-10'-yl)cyclohexyl)methyl)-2,7-diazaspiro[3.5]nonan-7-yl)-3-fluorophenyl)piperidine-2,6-dione BrC=1C=2C(N=C3N(C2C=CC1)C1=CC(=CC=C1C31CCCCC1)C1CCC(CC1)CN1CC3(C1)CCN(CC3)C3=C(C=C(C=C3)N3C(CCCC3=O)=O)F)=O